1-[3,5-di(9H-carbazol-9-yl)phenyl]-2-phenylbenzimidazole C1=CC=CC=2C3=CC=CC=C3N(C12)C=1C=C(C=C(C1)N1C2=CC=CC=C2C=2C=CC=CC12)N1C(=NC2=C1C=CC=C2)C2=CC=CC=C2